CC1(CCCC=2CCC(CC12)C=O)C 1,2,3,4,5,6,7,8-Octahydro-8,8-Dimethyl-2-Naphthaldehyde